FC(C(=O)N1CC(C1)N1C(N(C=2C1=NC=CC2C(=O)N2CCN(CC2)C(=O)NC2=CC=CC=C2)C2=CC=C(C=C2)C(F)(F)F)=O)=C 4-(3-(1-(2-fluoroacryloyl)azetidin-3-yl)-2-oxo-1-(4-(trifluoromethyl)phenyl)-2,3-dihydro-1H-imidazo[4,5-b]pyridine-7-carbonyl)-N-phenylpiperazine-1-carboxamide